NC(C(C1=CC=CC=C1)SC1=C(C(=C(C(=N1)N1CCC(CC1)NCCCCCCCCCCCCCCCC(=O)OC(C)(C)C)C#N)CC)C#N)=O tert-Butyl 16-((1-(6-((2-amino-2-oxo-1-phenylethyl)thio)-3,5-dicyano-4-ethylpyridin-2-yl)piperidin-4-yl)amino)hexadecanoate